C(CCCCCCCCCCCCCC=C)[Na] 15-hexadecenyl-sodium